NC=1N(N=C2C(=C(C(=CC12)NC(C1=CC(=CC(=C1)F)C(F)(F)F)=O)C(=O)C1=C(C=CC(=C1)F)Cl)Br)C N-{3-amino-7-bromo-6-[(2-chloro-5-fluorophenyl)carbonyl]-2-methylindazol-5-yl}-5-fluoro-3-(trifluoromethyl)benzamide